2,4(3H)-pyranedione O1C(CC(C=C1)=O)=O